FC=1C(=C(C=CC1)NC1=C(NC2=C1C(NCC2)=O)C2=C(C=NC=C2)C#CC2(COCC2)NC(OC(C)(C)C)=O)OC tert-butyl N-{3-[2-(4-{3-[(3-fluoro-2-methoxyphenyl)amino]-4-oxo-1H,5H,6H,7H-pyrrolo[3,2-c]pyridin-2-yl}pyridin-3-yl)ethynyl]oxolan-3-yl}carbamate